C(C1=CC=CC=C1)OC(N[C@H](C(=O)NC)CC(C)C)=O (S)-4-methyl-1-(methylamino)-1-oxopent-2-ylcarbamic acid benzyl ester